(S)-1-((7-Cyano-2-(3'-(3-(((S)-3-hydroxypyrrolidin-1-yl)methyl)-1,7-naphthyridin-8-ylamino)-2,2'-dimethylbiphenyl-3-yl)benzo[d]oxazol-5-yl)methyl)pyrrolidin C(#N)C1=CC(=CC=2N=C(OC21)C=2C(=C(C=CC2)C2=C(C(=CC=C2)NC=2N=CC=C1C=C(C=NC21)CN2C[C@H](CC2)O)C)C)CN2CCCC2